N'-(4-bromo-2,6-difluorophenyl)-N-cyclopropylacetyl-imidazole BrC1=CC(=C(C(=C1)F)N1CN(C=C1)C(CC1CC1)=O)F